[SiH2]1N=NN=C1 silatriazole